1-(2-(4-(9-benzyl-6-(1-methyl-cyclopropoxy)-9H-purin-8-yl)-3-chlorophenoxy)ethyl)piperidin-4-ol C(C1=CC=CC=C1)N1C2=NC=NC(=C2N=C1C1=C(C=C(OCCN2CCC(CC2)O)C=C1)Cl)OC1(CC1)C